N-(4-(1-ethyl-4-(trifluoromethyl)-1H-imidazol-2-yl)-3-fluorophenyl)-2-(2-isopropylphenyl)-4,5,6,7-tetrahydro-2H-indazol-4-amine C(C)N1C(=NC(=C1)C(F)(F)F)C1=C(C=C(C=C1)NC1C2=CN(N=C2CCC1)C1=C(C=CC=C1)C(C)C)F